CC(C)(C1=CC=C(C=C1)O)C1=CC=C(C=C1)C(C)(C)C1=CC=C(C=C1)O 1,4-Bis[1-methyl-1-(4-hydroxyphenyl)ethyl]benzene